COC(NCCC1=CC=C(C=C1)OC)=O (4-methoxyphenethyl)carbamic acid methyl ester